COC=1C=C(C=CC1OC)CC(=O)O 2-(3,4-dimethoxyphenyl)acetic acid